(3R)-3-[[3-[5,7-difluoro-2-(4-fluorophenyl)-1H-indol-3-yl]cyclobutyl]methylsulfamoylamino]pyrrolidin-2-one FC=1C=C2C(=C(NC2=C(C1)F)C1=CC=C(C=C1)F)C1CC(C1)CNS(=O)(=O)N[C@H]1C(NCC1)=O